8-[3-(methane-sulfonylmethyl)azetidin-1-yl]-N-[3-(4-methoxy-piperidin-1-yl)-1,2,4-triazin-5-yl]-5-(propan-2-yl)isoquinolin-3-amine CS(=O)(=O)CC1CN(C1)C=1C=CC(=C2C=C(N=CC12)NC=1N=C(N=NC1)N1CCC(CC1)OC)C(C)C